2-fluoro-6-(4-hydroxy-2-methylanilino)-9-(tetrahydro-2H-pyran-2-yl)-9H-purine FC1=NC(=C2N=CN(C2=N1)C1OCCCC1)NC1=C(C=C(C=C1)O)C